2-[(ethylthiocarbonyl) thio]2-Azidoethyl-2-methylpropionate C(C)C(=S)SC(COC(C(C)C)=O)N=[N+]=[N-]